penta-i-butoxyniobium C(C(C)C)O[Nb](OCC(C)C)(OCC(C)C)(OCC(C)C)OCC(C)C